C(C)(=O)C1=CN(C2=CC=C(C=C12)C1=CN=NC=C1)CC(=O)N1[C@@H](C[C@H](C1)F)C(=O)NC1=CC=C(C=C1)CN (2S,4R)-1-(2-(3-acetyl-5-(pyridazin-4-yl)-1H-indol-1-yl)acetyl)-N-(4-(aminomethyl)phenyl)-4-fluoropyrrolidine-2-carboxamide